C1(CC1)C1=CC=C2CN(C(C2=C1OC)=O)C1C(NC(CC1)=O)=O 3-(6-cyclopropyl-7-methoxy-1-oxoisoindolin-2-yl)piperidine-2,6-dione